C(C=C)(=O)N1CCC(CC1)OC=1N=C2C(=NC1)NC=C2C(=O)N[C@H](CC)C2(CCC2)O |r| Racemic-2-[(1-acryloylpiperidin-4-yl)oxy]-N-[1-(1-hydroxycyclobutyl)propyl]-5H-pyrrolo[2,3-b]pyrazine-7-carboxamide